4-(2-(4-(2-acetyl-5-chlorophenyl)-5-methoxy-2-oxopyridin-1(2H)-yl)-3-(2-methoxyphenyl)propionylamino)benzoic acid C(C)(=O)C1=C(C=C(C=C1)Cl)C1=CC(N(C=C1OC)C(C(=O)NC1=CC=C(C(=O)O)C=C1)CC1=C(C=CC=C1)OC)=O